(1,3-dihydroxypropan-2-yl)-8-(pyridin-3-yl)-6-(4-(trifluoromethyl)phenyl)pyrido[3,4-d]pyrimidin-4(3H)-one OCC(CO)C=1NC(C2=C(N1)C(=NC(=C2)C2=CC=C(C=C2)C(F)(F)F)C=2C=NC=CC2)=O